4-[(3-fluoropyridin-2-yl)methyl]-N-{[4-(furan-2-yl)phenyl]methyl}-6-methyl-1-(2-methylpropanoyl)piperazine-2-carboxamide FC=1C(=NC=CC1)CN1CC(N(C(C1)C)C(C(C)C)=O)C(=O)NCC1=CC=C(C=C1)C=1OC=CC1